NC(C(=O)N1CCN(CC1)CC(=O)N(C)C)(C)C 2-(4-(2-amino-2-methylpropanoyl)piperazin-1-yl)-N,N-dimethylacetamide